8-(2,2-Dimethylpropyl)-2-({(1S)-1-[2-fluoro-4-(morpholin-4-ylmethyl)phenyl]ethyl}amino)pyrido[2,3-d]pyrimidin-7(8H)-on CC(CN1C(C=CC2=C1N=C(N=C2)N[C@@H](C)C2=C(C=C(C=C2)CN2CCOCC2)F)=O)(C)C